4-(6-(methyl-(7H-pyrrolo[2,3-d]pyrimidin-4-yl)amino)-2-azaspiro[3.3]heptane-2-carbonyl)benzenesulfonamide CN(C1CC2(CN(C2)C(=O)C2=CC=C(C=C2)S(=O)(=O)N)C1)C=1C2=C(N=CN1)NC=C2